CO[C@H]1C[C@@H](CC1)C1=NC2=CC=C(C=C2C=C1)CN1C[C@H](CC1)OC=1C=C2CN(C(C2=CC1)=O)C1C(NC(CC1)=O)=O 3-(5-(((S)-1-((2-((1R,3R)-3-Methoxycyclopentyl)quinolin-6-yl)methyl)pyrrolidin-3-yl)oxy)-1-oxoisoindolin-2-yl)piperidine-2,6-dione